C(C)(C)(C)OC(=O)N(CCOC=1C=CC(=C(C(=O)OC)C1)C)C methyl 5-(2-((tert-butoxycarbonyl)(methyl)amino)ethoxy)-2-methylbenzoate